N-(vinylbenzyl)-β-aminoethyl-γ-aminopropyltriethoxysilane hydrochloride Cl.C(=C)C(C1=CC=CC=C1)NCCC[Si](OC(C)CCN)(OCC)OCC